methylenebis(behenamide) C(CCCCCCCCCCCCCCCCCCCCCC(=O)N)CCCCCCCCCCCCCCCCCCCCCC(=O)N